sodium glutamate decanoate C(CCCCCCCCC)(=O)[O-].N[C@@H](CCC(=O)O)C(=O)O.[Na+]